ClC1=C(C=CC2=C1C(=NCC(N2C([3H])([3H])[3H])=O)C2=C(C=CC(=C2)O)F)Cl 6,7-dichloro-5-(2-fluoro-5-hydroxy-phenyl)-1-([3H3]methyl)-3H-1,4-benzodiazepine-2-One